(1H-pyrrolo[2,3-c]pyridin-2-yl)methanol N1C(=CC=2C1=CN=CC2)CO